3-[3-(23,29-Difluoro-6,10-dimethyl-13-oxo-8,25-dioxa-3,12,20,31-tetrazapentacyclo[24.3.1.12,5.016,24.017,21]hentriaconta-1(30),2,4,16,18,21,23,26,28-nonaen-6-yl)phenyl]propanoic acid FC=1C=C2NC=CC2=C2CCC(NCC(COCC(C3=CN=C(C=4C(=CC=C(OC12)C4)F)N3)(C)C=3C=C(C=CC3)CCC(=O)O)C)=O